ClC1=C2C(=NNC2=CC=C1)N1[C@@H](CC(C1)(F)F)CF 4-chloro-3-[(2S)-4,4-difluoro-2-(fluoromethyl)pyrrolidin-1-yl]-1H-indazole